tetraethylammonium benzoate C(C1=CC=CC=C1)(=O)[O-].C(C)[N+](CC)(CC)CC